C(CCC)C1=NC2(C(N1)=O)CCCCC2 2-butyl-1,3-diazaspiro-[4.5]dec-1-en-4-one